C(C=C)(=O)OCCCCCCCCCCCCCC[Si](Cl)(Cl)Cl acryloxytetradecyltrichlorosilane